OC1=C(C=C2C(=NC=NC2=C1)C1=CC=C(C=C1)NC(C(C)(C1=CC=C(C=C1)C(F)(F)F)C)=O)OC N-(4-(7-hydroxy-6-methoxyquinazolin-4-yl)phenyl)-2-methyl-2-(4-(trifluoromethyl)phenyl)propanamide